C1=CC=CC=2C3=CC=CC=C3C(C12)COC(=O)N1[C@@H](CC2=CC=CC=C12)C(=O)O (2S)-1-(9H-fluoren-9-yl-methoxycarbonyl)-2,3-dihydroindol-2-carboxylic acid